OC1=C(C(N(C=2N=C(N=CC21)SC)C2=CC=CC=C2)=O)C#N 5-hydroxy-2-(methylsulfanyl)-7-oxo-8-phenylpyrido[2,3-d]pyrimidine-6-carbonitrile